3-(1,4-dimethyl-1H-benzo[d][1,2,3]triazol-5-yl)-3-(3-((R)-2-methyl-2,3-dihydropyrido[3,2-f][1,4]oxazepin-4(5H)-yl)-2,3-dihydro-1H-inden-5-yl)propanoic acid, formic acid salt C(=O)O.CN1N=NC2=C1C=CC(=C2C)C(CC(=O)O)C=2C=C1C(CCC1=CC2)N2C[C@H](OC1=C(C2)C=CC=N1)C